4-chloro-2-iodo-N-(1-methyl-1H-1,2,3-triazol-4-yl)benzamide lithium 2-aminoadipate NC(C(=O)[O-])CCCC(=O)[O-].[Li+].ClC1=CC(=C(C(=O)NC=2N=NN(C2)C)C=C1)I.[Li+]